C(C)(C)(C)N1N=CC(=C1)C(=O)NCC1=C(C=C(C=C1)C1=NC(=NC=C1)NC=1C=NN(C1)C1CCC(CC1)C(=O)O)C 4-(4-((4-(4-((1-(tert-butyl)-1H-pyrazole-4-carboxamido)methyl)-3-methylphenyl)pyrimidin-2-yl)amino)-1H-pyrazol-1-yl)cyclohexanecarboxylic acid